CC1(OCC[C@H](C1)N)C |r| (RS)-2,2-dimethyltetrahydropyran-4-amine